1,2-bis(2,4,6-trimethylphenyl)-1,2-ethylenediamine, dihydrochloride Cl.Cl.CC1=C(C(=CC(=C1)C)C)C(C(N)C1=C(C=C(C=C1C)C)C)N